N-((1S,2R)-2-((4-bromo-2-(methylcarbamoyl)-6-nitrophenyl)amino)cyclohexyl)-6-methoxy-2-oxo-1,2-dihydroquinoline-4-carboxamide BrC1=CC(=C(C(=C1)[N+](=O)[O-])N[C@H]1[C@H](CCCC1)NC(=O)C1=CC(NC2=CC=C(C=C12)OC)=O)C(NC)=O